ClC=1C(=CC(=C(C(=O)NS(=O)(=O)C=2C=C3CCCC3=CC2)C1)F)OCC1CCCC1 5-chloro-4-(cyclopentylmethoxy)-N-((2,3-dihydro-1H-inden-5-yl)sulfonyl)-2-fluorobenzamide